N-((3R)-7-(3,6-diazabicyclo[3.1.1]heptan-3-yl)chroman-3-yl)-3-amino-5-fluoro-6-methylthieno[2,3-b]pyridine-2-carboxamide C12CN(CC(N1)C2)C2=CC=C1C[C@H](COC1=C2)NC(=O)C2=C(C=1C(=NC(=C(C1)F)C)S2)N